1-(1-((5-(4-(5-morpholinopent-1-yn-1-yl)phenyl)isoxazol-3-yl)methyl)-1H-imidazol-2-yl)ethan-1-ol O1CCN(CC1)CCCC#CC1=CC=C(C=C1)C1=CC(=NO1)CN1C(=NC=C1)C(C)O